FC(C1=NN=C(O1)C=1C=CC(=NC1)CN(C(=O)N1[C@@H]2CN[C@H](C1)C2)C2=CC=CC=C2)F (1S,4S)-N-[[5-[5-(difluoromethyl)-1,3,4-oxadiazol-2-yl]-2-pyridyl]methyl]-N-phenyl-2,5-diazabicyclo[2.2.1]heptan-2-carboxamide